O=C1NC2=CC(CC=C2C1N1C(C2=CC=CC(=C2C1)NC(CC)=O)=O)=O N-(2-(2,6-dioxoindolin-3-yl)-1-oxoisoindolin-4-yl)propionamide